1,3-diphenyl-1H-pyrazole-4-carboxylic acid C1(=CC=CC=C1)N1N=C(C(=C1)C(=O)O)C1=CC=CC=C1